CCOCCOC(C)O 2-(2-ethoxy)ethoxyethanol